N[C@H]1CC(=O)OC1=O L-aspartic anhydride